C(C)(C)(C)OC(=O)N1CC(CC=C1C1=CC=C2C=NN(C2=C1)C(=O)OC(C)(C)C)C tert-Butyl 6-(1-tert-butoxycarbonyl-3-methyl-3,4-dihydro-2H-pyridin-6-yl)indazole-1-carboxylate